methyl N-[5-[8-cyclopropyl-6-[(4-fluoro-3-methoxy-phenyl)-methyl-carbamoyl]imidazo[1,2-a]pyrazin-3-yl]-2-pyridyl]carbamate C1(CC1)C=1C=2N(C=C(N1)C(N(C)C1=CC(=C(C=C1)F)OC)=O)C(=CN2)C=2C=CC(=NC2)NC(OC)=O